phenylethyl-tellurium C1(=CC=CC=C1)CC[Te]